NC=1C(=C(C=C2C=C(N=CC12)NC(O[C@@H]1COCC1)=O)C1=C(C2=C(OCCN2)N=C1)C)F (S)-Tetrahydrofuran-3-yl (8-amino-7-fluoro-6-(8-methyl-2,3-dihydro-1H-pyrido[2,3-b][1,4]oxazin-7-yl)isoquinolin-3-yl)carbamate